CS(=O)(=O)N1CCN(CC1)CC1=C(C=C(C=C1)NC(N)=O)C(F)(F)F 3-(4-((4-(methylsulfonyl)piperazin-1-yl)methyl)-3-(trifluoromethyl)-phenyl)urea